(R)-10-methyl-3-(4-methyl-6-(piperazin-1-yl)pyridin-3-yl)-9,10,11,12-tetrahydro-8H-[1,4]diazepino[5',6':4,5]thieno[3,2-f]quinolin-8-one C[C@H]1NC(C2=C(C=3C=4C=CC(=NC4C=CC3S2)C=2C=NC(=CC2C)N2CCNCC2)NC1)=O